ClC=1C=CC(=C(C1)N1CON(CO1)C(C(=O)NC1=CC=C(C=C1)N1C(CCC1)=O)CC1=CC=CC=C1)N1N=NN=C1 2-(4-(5-Chloro-2-(1H-tetrazol-1-yl)phenyl)-2,5-dioxapiperazin-1-yl)-N-(4-(2-oxopyrrolidin-1-yl)phenyl)-3-phenylpropionamide